2-fluoro-4-isobutyl-6-(5-(pyridazin-3-ylmethyl)-2,5-diazabicyclo[2.2.1]hept-2-yl)benzonitrile FC1=C(C#N)C(=CC(=C1)CC(C)C)N1C2CN(C(C1)C2)CC=2N=NC=CC2